2-{[3-fluoro-4-(methylsulfonyl)phenyl]amino}-4-{[(1S)-2-hydroxy-1-phenylethyl]amino}pyrimidine-5-carboxylic Acid FC=1C=C(C=CC1S(=O)(=O)C)NC1=NC=C(C(=N1)N[C@H](CO)C1=CC=CC=C1)C(=O)O